(+)-1-butyl-1-methylpiperidinium C(CCC)[N+]1(CCCCC1)C